(2S)-3-(1H-indol-3-yl)-2-[[2-(2-oxo-4-propylchromen-7-yl)oxyacetyl]amino]propanoic acid N1C=C(C2=CC=CC=C12)C[C@@H](C(=O)O)NC(COC1=CC=C2C(=CC(OC2=C1)=O)CCC)=O